FC(C=1C=CC(=NC1)C1=NOC(=N1)NC=1N=CC(=NC1)C#N)(F)F 5-((3-(5-(trifluoromethyl)pyridin-2-yl)-1,2,4-oxadiazol-5-yl)amino)pyrazine-2-carbonitrile